1-ACETYL-3-CHLORO-1H-INDOLE-2-CARBOXALDEHYDE C(C)(=O)N1C(=C(C2=CC=CC=C12)Cl)C=O